COC(C1=CC(=NC=C1C=1OC2=C(N1)C=CC=C2)Cl)=O 5-(benzo[d]oxazole-2-yl)-2-chloroisonicotinic acid methyl ester